3-amino-6-methoxypyridazineamide NC1(NN=C(C=C1)OC)C(=O)N